Phenyl(acenaphtheneyl)indolocarbazole C1(=CC=CC=C1)C=1C(=C2C(=CC1)N=C1C=CC3=C4C=CC=CC4=NC3=C12)C1CC2=CC=CC3=CC=CC1=C23